tert-butyl (1-(methylsulfonyl)piperidin-3-yl)methylcarbamate CS(=O)(=O)N1CC(CCC1)CNC(OC(C)(C)C)=O